C(C1=CC=CC=C1)OCCCCN(CCCCCCNC(=O)N(CCCCCCCC)CCCCCC)CCCCCCNC(=O)N(CCCCCC)CCCCCCCC 1,1'-(((4-(benzyloxy)butyl)azanediyl)bis(hexane-6,1-diyl))bis(3-hexyl-3-octylurea)